methyl ((2S,3S)-3-(phosphonooxy)butan-2-yl) carbonate C(OC)(O[C@@H](C)[C@H](C)OP(=O)(O)O)=O